N1N=NC=C1C[C@@H](C)OCC(=O)OC(C)(C)C tert-butyl (R)-2-((1-(1H-1,2,3-triazol-5-yl)propan-2-yl)oxy)acetate